(R)-N-(7-(1-(1-acryloylpiperidin-3-yl)-4-amino-1H-pyrazolo[3,4-d]pyrimidin-3-yl)benzo[d][1,3]dioxol-4-yl)pyridine-2-carboxamide C(C=C)(=O)N1C[C@@H](CCC1)N1N=C(C=2C1=NC=NC2N)C2=CC=C(C1=C2OCO1)NC(=O)C1=NC=CC=C1